FC=1C=C(C=CC1)SC=1C(=NC(=NC1)C(C)C)C(=O)O 5-[(3-Fluorophenyl)thio]-2-isopropylpyrimidine-4-carboxylic acid